C(C)(C)(C)N1CCN(CC1)C1=CC=C(C=C1)NC1=NC(=NC=2N1N=CC2)C2=C(C=CC=C2F)F N-(4-(4-(tert-butyl)piperazin-1-yl)phenyl)-2-(2,6-difluorophenyl)pyrazolo[1,5-a][1,3,5]triazin-4-amine